FC1=C(C=CC(=C1)F)N1CCNCC1 4-(2,4-difluorophenyl)piperazin